furo[2,3-c]chromene C1=COC=2COC=3C=CC=CC3C21